C(CCCCCCC\C=C/CCCCCCCC)(=O)[O-].CC([O-])C.C(C)OC(CC(=O)C)=O.[Al+2] aluminum ethylacetoacetate mono-isopropoxide mono-oleate